19,22-dioxadecacyclo[23.11.1.14,8.02,23.03,18.05,36.09,14.026,31.033,37.016,38]octatriaconta-1(37),2(23),3(18),4(38),5(36),7,9,11,13,15,20,25,27,29,31,33-hexadecaene-17,24-dione C1=2C=3C=4C=5C=6CC=C7C8=CC=CC=C8C=C(C(C4OC=COC3C(C3=C4C=CC=CC4=CC(=CCC61)C23)=O)=O)C75